5-(3-(Azetidin-3-ylmethyl)-2-methyl-3H-imidazo[4,5-b]pyridin-5-yl)-N-(4,4-difluorocyclohexyl)pyrrolo[2,1-f][1,2,4]triazin-2-amine N1CC(C1)CN1C(=NC=2C1=NC(=CC2)C=2C=CN1N=C(N=CC12)NC1CCC(CC1)(F)F)C